(4-amino-1,3-dihydrofuro[3,4-c][1,7]naphthyridin-8-yl)((3S)-3-(6-(2-propyloxy)-3-pyridinyl)-4-morpholinyl)methanone NC1=NC=2C=NC(=CC2C2=C1COC2)C(=O)N2[C@H](COCC2)C=2C=NC(=CC2)OC(C)C